2-(((S)-3-(5-chloro-2-fluorophenyl)-5-(piperidin-1-yl)pentyl)(methyl)amino)-2-(3-methyl-2-((1r,4S)-4-(trifluoromethoxy)cyclohexyl)phenyl)acetic acid ClC=1C=CC(=C(C1)[C@H](CCN(C(C(=O)O)C1=C(C(=CC=C1)C)C1CCC(CC1)OC(F)(F)F)C)CCN1CCCCC1)F